(4-hydroxyphenyl)-p-xylene OC1=CC=C(C=C1)C1=C(C=CC(=C1)C)C